ClC1=C(C=CC=C1)[C@@H](C)OC(=O)NC=1C(=NOC1C1=CC=C(C(=N1)C)NC(=O)[C@H]1[C@@H](CCCC1)C(=O)OC)C Trans-methyl 2-((6-(4-((((R)-1-(2-chlorophenyl)ethoxy)carbonyl)amino)-3-methylisoxazol-5-yl)-2-methylpyridin-3-yl)carbamoyl)cyclohexane-1-carboxylate